2-(4-(4-trifluoromethylsulfonyloxycyclohexylmethyl)piperazin-1-yl)-6-(trifluoromethyl)-8-nitro-benzothiopyran-4-one FC(S(=O)(=O)OC1CCC(CC1)CN1CCN(CC1)C=1SC2=C(C(C1)=O)C=C(C=C2[N+](=O)[O-])C(F)(F)F)(F)F